1-hydroxy-4-((trifluoromethyl)sulfonyl)-1,3-dihydrobenzo-[c][1,2]oxaborole-6-carboxylic acid perfluorophenyl ester FC1=C(C(=C(C(=C1F)F)F)F)OC(=O)C=1C=C(C2=C(B(OC2)O)C1)S(=O)(=O)C(F)(F)F